4-methyl-1-[(6-oxo-1H-pyridin-3-yl)methyl]-5-[[2-[6-(2,2,2-trifluoroethyl)quinazolin-4-yl]-2,7-diazaspiro[3.5]nonan-7-yl]methyl]indole-2-carbonitrile CC1=C2C=C(N(C2=CC=C1CN1CCC2(CN(C2)C2=NC=NC3=CC=C(C=C23)CC(F)(F)F)CC1)CC1=CNC(C=C1)=O)C#N